Methyl (S)-5-(4-amino-2-(2H-tetrazol-5-yl)benzamido)-2-(5-(((2,4-diaminopteridin-6-yl)methyl)(methyl)amino)thiophene-2-carboxamido)pentanoate NC1=CC(=C(C(=O)NCCC[C@@H](C(=O)OC)NC(=O)C=2SC(=CC2)N(C)CC=2N=C3C(=NC(=NC3=NC2)N)N)C=C1)C=1N=NNN1